N-(5-(1H-tetrazol-5-yl)pyrimidin-2-yl)-1-allyl-4-phenyl-1H-benzo[d]imidazole-6-amine N1N=NN=C1C=1C=NC(=NC1)NC=1C=C(C2=C(N(C=N2)CC=C)C1)C1=CC=CC=C1